3-nitro-1-(4-chloronaphthalen-1-yl)-1H-pyrrole-2,5-dione [N+](=O)([O-])C=1C(N(C(C1)=O)C1=CC=C(C2=CC=CC=C12)Cl)=O